N-(6-(4-cyclopropyl-4H-1,2,4-triazol-3-yl)pyridin-2-yl)-1-(2-fluorobenzyl)-6-oxo-1,6-dihydro-[3,3'-bipyridine]-5-carboxamide C1(CC1)N1C(=NN=C1)C1=CC=CC(=N1)NC(=O)C1=CC(=CN(C1=O)CC1=C(C=CC=C1)F)C=1C=NC=CC1